C1(=C(C=CC=C1)C=1C=CC2=CN(N=C2C1)CCCN(C)C)C 3-(6-(2-tolyl)-2H-indazol-2-yl)-N,N-dimethylpropan-1-amine